(rac)-trans-2-ethyl-2-(6-((2-(hydroxymethyl)cyclopropyl)methoxy)-5-(3-methoxyazetidin-1-yl)pyridinecarboxamido)butanoic acid ethyl ester C(C)OC(C(CC)(NC(=O)C1=NC(=C(C=C1)N1CC(C1)OC)OC[C@H]1[C@@H](C1)CO)CC)=O |r|